(3R,4S)-1-tert-butoxycarbonyl-3-hydroxy-piperidine-4-carboxylic acid C(C)(C)(C)OC(=O)N1C[C@@H]([C@H](CC1)C(=O)O)O